C(N1C[C@@H](CCC1)NC1=NN=C(C=2N1C=CC2)C2=C(C=C(C=C2)C(F)(F)F)O)([2H])([2H])[2H] (R)-2-(4-((1-(methyl-d3)piperidin-3-yl)amino)pyrrolo[1,2-d][1,2,4]triazin-1-yl)-5-(trifluoromethyl)phenol